2-hydroxyacetylfluorenone OCC(=O)C=1C(C2=CC3=CC=CC=C3C2=CC1)=O